(R)-4'-chloro-4-(formyl)-4-methyl-3,4,5,6-tetrahydro-[1,1'-biphenyl]-2-carboxylic acid ethyl ester C(C)OC(=O)C1=C(CC[C@@](C1)(C)C=O)C1=CC=C(C=C1)Cl